tert-butyl 4-{2-butyl-4-(tert-butylamino)-1H-thieno[3,2-b]imidazo[4,5-d]pyridin-7-yl}-1,2,3,6-tetrahydropyridine-1-carboxylate C(CCC)C1=NC=2C(=C3C(=NC2NC(C)(C)C)C=C(S3)C=3CCN(CC3)C(=O)OC(C)(C)C)N1